3-[5-(2-epoxyethyl)pentyl]-1,2-dithiolane C1C(O1)CCCCCC1SSCC1